S1C(=CC=C1)C(=O)N1CCN(CC1)C(=O)OC(C)(C)C 1,1-Dimethylethyl 4-(2-thienylcarbonyl)-1-piperazinecarboxylate